diphenyl-butenoic acid ethyl ester hydrochloride Cl.C(C)OC(C(=C(C)C1=CC=CC=C1)C1=CC=CC=C1)=O